N-phenyl-γ-aminopropyltri-methoxysilane C1(=CC=CC=C1)NCCC[Si](OC)(OC)OC